Cl.Cl.N(C(CC1=CNC=N1)([2H])[2H])([2H])[2H] Histamine-d4 dihydrochloride